3'-(7-acryloyl-4-oxa-7-azaspiro[2.5]octan-6-yl)-5'-chloro-4-fluoro-[1,1'-biphenyl]-3-carboxamide C(C=C)(=O)N1C(COC2(CC2)C1)C=1C=C(C=C(C1)Cl)C1=CC(=C(C=C1)F)C(=O)N